O=C1NC(CCC1C1=C2CNC(C2=CC=C1C(=O)N1CCN(CC1)C1=C(C=C(C=C1)NC=1C(=NC(=C(N1)NC1CCOCC1)CC)C(=O)N)OC)=O)=O ((4-(4-(4-(2,6-dioxopiperidin-3-yl)-1-oxoisoindoline-5-carbonyl)piperazin-1-yl)-3-methoxyphenyl)amino)-6-ethyl-5-((tetrahydro-2H-pyran-4-yl)amino)pyrazine-2-carboxamide